5-bromo-2-(1-(4,4-difluorocyclohexyl)pyrrolidin-3-yl)-2H-indazole BrC1=CC2=CN(N=C2C=C1)C1CN(CC1)C1CCC(CC1)(F)F